ClC1=NC=C(C(=C1)C1=C(C=NC(=C1)C)C(=O)NC=1SC2=C(N1)CN(C2)C(=O)C=2C=NN(C2)C(F)F)OC 2'-chloro-N-(5-(1-(difluoromethyl)-1H-pyrazole-4-carbonyl)-5,6-dihydro-4H-pyrrolo[3,4-d]thiazol-2-yl)-5'-methoxy-6-methyl-[4,4'-bipyridine]-3-carboxamide